C(C)(C)(C)NC(=O)NC=1C=CC2=C(OCC(N2[C@H](C)C2=CC(=CC=C2)Cl)=O)C1 (R)-1-(tert-butyl)-3-(4-(1-(3-chlorophenyl)ethyl)-3-oxo-3,4-dihydro-2H-benzo[b][1,4]oxazin-7-yl)urea